ClC=1C=CC(=C(C1)C1(CCC1)NC(OC(C)(C)C)=O)C#N tert-butyl (trans-(5-chloro-2-cyanophenyl)cyclobutyl)carbamate